5-cyclopropyl-6-(1-methylbenzimidazol-4-yl)-3-[[5-methyl-1-(1-methyl-4-piperidinyl)pyrazol-4-yl]amino]pyrazine-2-carboxamide C1(CC1)C=1N=C(C(=NC1C1=CC=CC=2N(C=NC21)C)C(=O)N)NC=2C=NN(C2C)C2CCN(CC2)C